inden-5-amine C1C=CC2=CC(=CC=C12)N